Methyl ((5-(4-((2-(tert-butyl)-1H-imidazol-1-yl)methyl)phenyl)-2-isobutyloxazol-4-yl)sulfonyl)carbamate C(C)(C)(C)C=1N(C=CN1)CC1=CC=C(C=C1)C1=C(N=C(O1)CC(C)C)S(=O)(=O)NC(OC)=O